CC(C1=CC=CC=C1C(=O)ON2C(=O)CCC2=O)SSC3=CC=CC=N3 succinimidyloxycarbonyl-alpha-methyl-alpha-(2-pyridyldithio)toluene